3-((7-(5-bromo-1H-pyrazol-4-yl)-4-oxoquinazolin-3(4H)-yl)methyl)-N-(methyl-d3)benzamide tert-butyl-4-{4-[4-bromo-3-(pyridin-4-yl)pyrazol-1-yl]phenyl}piperazine-1-carboxylate C(C)(C)(C)OC(=O)N1CCN(CC1)C1=CC=C(C=C1)N1N=C(C(=C1)Br)C1=CC=NC=C1.BrC1=C(C=NN1)C1=CC=C2C(N(C=NC2=C1)CC=1C=C(C(=O)NC([2H])([2H])[2H])C=CC1)=O